(3-(4-(1-aminoethyl)-4-methylpiperidin-1-yl)-6-((7-chloro-1-methyl-1H-indazol-6-yl)thio)-5-methylpyrazin-2-yl)methanol NC(C)C1(CCN(CC1)C=1C(=NC(=C(N1)C)SC1=CC=C2C=NN(C2=C1Cl)C)CO)C